5-(3-fluoro-2-vinylphenyl)-1,3,4-oxadiazol-2(3H)-one FC=1C(=C(C=CC1)C1=NNC(O1)=O)C=C